C[C@H]1CC[C@@H](NC1)C1=CC(=CC=C1)OC[C@@H]1CN(CC1)C (2R,5S)-5-methyl-2-(3-(((S)-1-methylpyrrolidin-3-yl)Methoxy)phenyl)piperidine